C(CCC(=O)ON1C(CCC1=O)=O)(=O)ON1C(C(CC1=O)S(=O)(=O)O)=O sulfosuccinimidyl succinimidyl succinate